C(C)C1OC(OC1)C1CC2OC2CC1 3-(4-ethyl-1,3-dioxolan-2-yl)-7-oxabicyclo[4.1.0]heptane